OCCC=1C=C2N(C=3C=CC(=CC3C(C2=CC1)(C)C)C)C(=O)OC(C)(C)C tert-butyl 6-(2-hydroxyethyl)-2,9,9-trimethylacridine-10(9H)-carboxylate